The molecule is an acridinium ion resulting from the protonation of the endocyclic nitrogen of 3,6-diaminoacridine. It is a conjugate base of a 3,6-diaminoacridine(2+). It is a conjugate acid of a 3,6-diaminoacridine. C1=CC(=CC2=[NH+]C3=C(C=CC(=C3)N)C=C21)N